O=C([C@@H]1[C@H]([C@H]([C@@H](O1)N1C(=O)NC(=O)C=C1)O)O)O oxo-uridine